BrC1=CC=C(C=C1)C1=NNC=N1 (4-bromophenyl)-[1,2,4]triazole